C1CNC2=CC=CC=C21 AZAINDANE